NC=1C=C(C(=O)NC2=CC=C(S(=O)(=O)O)C=C2)C=CC1C N-(3-amino-4-methylbenzoyl)-sulfanilic acid